(R)-6-(2-amino-6-fluoro-5-(4-(hexahydropyrazino[2,1-c][1,4]oxazin-8(1H)-yl)phenyl)pyridin-3-yl)-3,4-dihydroisoquinolin-1(2H)-one NC1=NC(=C(C=C1C=1C=C2CCNC(C2=CC1)=O)C1=CC=C(C=C1)N1C[C@@H]2COCCN2CC1)F